3-[2-(4-Acetaminophenyl)-1,2,3,4-tetrahydroisoquinolin-5-yl]-3-(7-methoxy-1-methyl-1H-benzo[d][1,2,3]triazol-5-yl)propionic acid N(C(=O)C)C1=CC=C(C=C1)N1CC2=CC=CC(=C2CC1)C(CC(=O)O)C1=CC2=C(N(N=N2)C)C(=C1)OC